o-di(monochloromethyl)benzene ClCC1=C(C=CC=C1)CCl